1-heptyl-2-methyl-cyclopentane C(CCCCCC)C1C(CCC1)C